(S)-4-amino-5-(((S)-2-amino-1-carboxyethyl)amino)-5-oxopentanoic acid N[C@@H](CCC(=O)O)C(=O)N[C@@H](CN)C(=O)O